CN1N=CC=C1OCCOCCO 2-[2-(2-methylpyrazol-3-yl)oxyethoxy]ethanol